C1(CC1)NC1=CC=NC=2N1N=C(C2C=2N=NC(=CC2)OCC(C(F)(F)F)(F)F)S(=O)(=O)CC N-cyclopropyl-2-(ethylsulfonyl)-3-(6-(2,2,3,3,3-pentafluoropropoxy)pyridazin-3-yl)pyrazolo[1,5-a]pyrimidin-7-amine